(R)-1-(3-((3-cyanocyclobutyl)sulfonyl)benzoyl)-N-((6-(trifluoromethyl)pyridin-3-yl)methyl)pyrrolidine-2-carboxamide C(#N)C1CC(C1)S(=O)(=O)C=1C=C(C(=O)N2[C@H](CCC2)C(=O)NCC=2C=NC(=CC2)C(F)(F)F)C=CC1